5-fluoro-1-((2R,4S,5R)-4-hydroxy-5-(hydroxymethyl)-5-methyltetrahydrofuran-2-yl)-4-(methylamino)pyrimidin-2(1H)-one FC=1C(=NC(N(C1)[C@@H]1O[C@]([C@H](C1)O)(C)CO)=O)NC